boric acid-calcium salt [Ca+2].B([O-])([O-])[O-].B([O-])([O-])[O-].[Ca+2].[Ca+2]